2-(2-(1H-imidazol-2-yl)ethyl)-N4-(3,4-dimethoxyphenyl)-6-(4-methylpiperazin-1-yl)-1,3,5-triazine-2,4-diamine N1C(=NC=C1)CCC1(NC(=NC(=N1)NC1=CC(=C(C=C1)OC)OC)N1CCN(CC1)C)N